C(N)(=O)[C@H]1N2C(N([C@H](C=C1C)C2)O[C@@H](C(=O)OCCC)F)=O propyl (2R)-2-[[(2S,5R)-2-carbamoyl-3-methyl-7-oxo-1,6-diazabicyclo[3.2.1]oct-3-en-6-yl]oxy]-2-fluoro-acetate